((1R,5S,6s)-6-Hydroxy-3-azabicyclo[3.1.0]hexan-3-yl)(2-(2,4,5-trifluoro-3-methoxyphenyl)thiazol-5-yl)methanone OC1[C@@H]2CN(C[C@H]12)C(=O)C1=CN=C(S1)C1=C(C(=C(C(=C1)F)F)OC)F